N1C=NC2=C1C=CC(=C2)N2C(NC(C2C2=C(C(=CC=C2F)Cl)F)=NC2CCCC1=CC=CC=C21)=O 1-(1H-Benzoimidazol-5-yl)-5-(3-chloro-2,6-difluoro-phenyl)-4-(1,2,3,4-tetrahydro-naphthalen-1-ylimino)-imidazolidin-2-one